C(C)(C)N1N=NC2=C1C=CC(=C2)C2=NOC(=N2)C=2C(=NC=CC2)OC 3-(1-isopropyl-1H-benzo[d][1,2,3]triazol-5-yl)-5-(2-methoxy-pyridin-3-yl)-1,2,4-oxadiazole